quinolin-2-carboxamide N1=C(C=CC2=CC=CC=C12)C(=O)N